F[C@@H]1[C@H]2CC[C@@H](C[C@@H]1N(C=1N=CC(=NC1)C1=C(C=C(C=C1)C=1C=NNC1)O)C)N2 2-(5-(((1R,2R,3S,5S)-2-fluoro-8-azabicyclo[3.2.1]octan-3-yl)(methyl)amino)pyrazin-2-yl)-5-(1H-pyrazol-4-yl)phenol